OCCCC[C@@H](C(N[C@@H]([C@@H](CC)C)C(NC)=O)=O)NC(OC(C)(C)C)=O tert-butyl N-[(1S)-5-hydroxy-1-{[(1S,2R)-2-methyl-1-(methylcarbamoyl)butyl]carbamoyl}pentyl]carbamate